3-methyl-2-[2-penten-1-yl]-2-cyclopenten-1-one CC1=C(C(CC1)=O)CC=CCC